3-[(3-chloro-2-methoxyphenyl)aminomethylsulfonyl]-2,4-dioxopiperidine-1-carboxylic acid tert-butyl ester C(C)(C)(C)OC(=O)N1C(C(C(CC1)=O)S(=O)(=O)CNC1=C(C(=CC=C1)Cl)OC)=O